C1(=CC=CC=C1)[C@H]1[C@@H](CNC1)C(=O)NC1=CC(=CC=C1)C=1C=NC=CC1 |r| (±)-trans-4-phenyl-N-[3-(pyridin-3-yl)phenyl]pyrrolidine-3-carboxamide